2-ethyl-6-nitro-3-[[1-[2-(2H-tetrazol-5-yl)phenyl]-4-piperidyl]methyl]quinazolin-4-one C(C)C1=NC2=CC=C(C=C2C(N1CC1CCN(CC1)C1=C(C=CC=C1)C=1N=NNN1)=O)[N+](=O)[O-]